(2,5-dimethoxy-4-pyridinyl)boronic acid COC1=NC=C(C(=C1)B(O)O)OC